C(C)(C)(C)OC(=O)NCC#CC1=CC(=C(OCCCC2=C(N=CS2)C(=O)[O-])C=C1)F 5-[3-[4-[3-(tert-butoxycarbonylamino)prop-1-ynyl]-2-fluoro-phenoxy]propyl]thiazole-4-carboxylate